dodecenyl-pimelic anhydride C(=CCCCCCCCCCC)C1C(=O)OC(CCCC1)=O